3,3-dimethyl-piperazine-1-carboxylate CC1(CN(CCN1)C(=O)[O-])C